C(C)N(C1=NC=C(C=N1)B1OC(C(O1)(C)C)(C)C)C N-ethyl-N-methyl-5-(4,4,5,5-tetramethyl-1,3,2-dioxaborolan-2-yl)pyrimidin-2-amine